C(C)(C)(C)O[SiH](NCC(C)C)OC(C)(C)C di-tert-butoxy(isobutylamino)silane